5-(2-fluoro-6-hydroxy-4-(((3-methoxypyridin-2-yl)amino)methyl)phenyl)-1,2,5-thiadiazolidin-3-one 1,1-dioxide FC1=C(C(=CC(=C1)CNC1=NC=CC=C1OC)O)N1CC(NS1(=O)=O)=O